6-chloro-7-(2-fluoro-6-hydroxyphenyl)-1-(2-isopropyl-4-methylpyridin-3-yl)pyrido[2,3-d]pyrimidin-2(1H)-one ClC1=CC2=C(N(C(N=C2)=O)C=2C(=NC=CC2C)C(C)C)N=C1C1=C(C=CC=C1O)F